BrC1=C(\C=C\2/C3C(N4N2C(CC4(C)C)=O)C=4C=CC=CC4C3)C=CC=C1 (E)-10-(2-Bromobenzylidene)-3,3-dimethyl-2,3,4a,9,9a,10-hexahydro-1H-indeno[1,2-c]pyrazolo[1,2-a]pyrazol-1-one